ClC1=CC=C(C(=O)NC2=CC=CC(=N2)C(=O)O)C=C1 6-(4-chlorobenzoylamino)pyridine-2-carboxylic acid